C(CCCCCCCCCCC\C=C/CCCCCCCC)(=O)N[C@@H](C(C)C)C(=O)O N-erucoyl-valine